benzyl 6-chloro-8-(morpholin-3-yl)-3,4-Dihydro-1H-isoquinoline-2-carboxylate ClC=1C=C2CCN(CC2=C(C1)C1NCCOC1)C(=O)OCC1=CC=CC=C1